tert-butyl (3R,4R)-4-(2-aminothiazol-5-yl)-3-fluoro-piperidine-1-carboxylate NC=1SC(=CN1)[C@H]1[C@H](CN(CC1)C(=O)OC(C)(C)C)F